(nitromethyl)-2-furanmethanol [N+](=O)([O-])CC1=C(OC=C1)CO